α-ethoxyglycidyl methacrylate C(C(=C)C)(=O)OC(C1CO1)OCC